C(#C)C1=CN=C2N1CCC2 3-ethynyl-6,7-dihydro-5H-pyrrolo[1,2-a]imidazole